1-(7-((5-(1-(2,2-difluoroethyl)-1H-benzo[d][1,2,3]triazol-6-yl)-7H-pyrrolo[2,3-d]pyrimidin-2-yl)amino)-2-azaspiro[3.5]nonan-2-yl)ethan-1-one FC(CN1N=NC2=C1C=C(C=C2)C2=CNC=1N=C(N=CC12)NC1CCC2(CN(C2)C(C)=O)CC1)F